CCCOC(=O)CCC(=O)NC=1C=C2C(=CNC2=CC1)C1CC2CCCCN2CC1 5-((3-propoxycarbonyl)propanoyl)amino-3-(octahydro-2H-quinolizin-2-yl)-1H-indole